NC1=NC=CC=C1C1=NC=2C(=NC(=CC2)C2=CC=CC=C2)N1C1=CC=C(CN2C[C@@]3(CCN(C3)C(=O)C3=CC(=C(C=O)C=C3)O)CC2)C=C1 (S)-4-(7-(4-(2-(2-Aminopyridin-3-yl)-5-phenyl-3H-imidazo[4,5-b]pyridin-3-yl)benzyl)-2,7-diazaspiro[4.4]nonane-2-carbonyl)-2-hydroxybenzaldehyde